(S)-5-(1-(1,3-dimethyl-1H-pyrazol-4-yl)ethyl)-6-fluoro-3-((3-fluorobenzyl)amino)-4H-benzo[e][1,2,4]thiadiazine 1,1-dioxide CN1N=C(C(=C1)[C@H](C)C1=C(C=CC2=C1NC(=NS2(=O)=O)NCC2=CC(=CC=C2)F)F)C